C(C(=C)C)(=O)OCC(O)CO glycerol mono-methacrylate